N(=[N+]=[N-])C1=CC=CC=C1 azidobenzene